6-(4-chlorobenzyl)-9-isopropyl-2-(5-methylpyridin-2-yl)-2,6,9-triazaspiro[4.5]-decane-7,10-dione ClC1=CC=C(CN2C3(CCN(C3)C3=NC=C(C=C3)C)C(N(CC2=O)C(C)C)=O)C=C1